C(CCC)SC1=NC(=CC(=N1)O)C(F)(F)F 2-(n-butylsulfanyl)-4-hydroxy-6-trifluoromethyl-pyrimidine